1-(4-cyano-2,6-diisobutylphenyl)-2-phenyl-1H-imidazole C(#N)C1=CC(=C(C(=C1)CC(C)C)N1C(=NC=C1)C1=CC=CC=C1)CC(C)C